ethyl (3aR,6aR)-1-[(1R)-1-phenylethyl]-2,3,3a,4,6,6a-hexahydropyrrolo[3,2-c]-pyrrole-5-carboxylate C1(=CC=CC=C1)[C@@H](C)N1CC[C@@H]2CN(C[C@@H]21)C(=O)OCC